FC(C=1N=CC=2N(C1)C(=CN2)C2=NC=CC(=N2)N2CC(CCC2C)C(=O)N)F 1-(2-(6-(difluoromethyl)imidazo[1,2-a]pyrazin-3-yl)pyrimidin-4-yl)-6-methylpiperidine-3-carboxamide